2-[(3R)-4-[4-methoxy-5-(4-piperidyl)pyrimidin-2-yl]-3-methyl-4,8,10,11-tetrazatricyclo[7.4.0.02,7]trideca-1(9),2(7),10,12-tetraen-12-yl]phenol COC1=NC(=NC=C1C1CCNCC1)N1[C@@H](C=2C=3C=C(N=NC3NC2CC1)C1=C(C=CC=C1)O)C